N-(4-acetylphenyl)-4-(5-amino-2-{[4-(morpholin-4-yl)phenyl]amino}pyrimidin-4-yl)piperazine-1-carboxamide C(C)(=O)C1=CC=C(C=C1)NC(=O)N1CCN(CC1)C1=NC(=NC=C1N)NC1=CC=C(C=C1)N1CCOCC1